6-(4-(tert-butoxycarbonyl)piperazin-1-yl)picolinic acid C(C)(C)(C)OC(=O)N1CCN(CC1)C1=CC=CC(=N1)C(=O)O